3'-fluoro-1'-(1-(3-fluoro-4-oxo-4,5-dihydropyrrolo[1,2-a]quinoxalin-7-yl)ethyl)-N-methyl-1',2',3',6'-tetrahydro-[3,4'-bipyridine]-6-carboxamide FC1CN(CC=C1C=1C=NC(=CC1)C(=O)NC)C(C)C=1C=C2NC(C=3N(C2=CC1)C=CC3F)=O